4-((2-(methylsulfonyl)ethyl)sulfonyl)phenol CS(=O)(=O)CCS(=O)(=O)C1=CC=C(C=C1)O